COC(=O)C=1C=C2C=NN(C2=CC1)CCN1CCOCC1 1-(2-morpholinoethyl)-1H-indazole-5-carboxylic acid methyl ester